COC=1C(C(CCC1)C(C(=O)O)=O)=O 2-(3-methoxy-2-oxocyclohex-3-en-1-yl)-2-oxoacetic acid